CCCCCCCCCCCCCCCCCCCCCC(=O)OC[C@H](COP(=O)(O)OC[C@H](CO)O)OC(=O)CC/C=C\C/C=C\C/C=C\C/C=C\C/C=C\C/C=C\CC 1-docosanoyl-2-(4Z,7Z,10Z,13Z,16Z,19Z-docosahexaenoyl)-glycero-3-phospho-(1'-sn-glycerol)